1-[(1R,4R)-5-[4-[3-chloro-4-(cyclopropylmethoxy)-2-fluoro-anilino]pyrido[3,2-d]pyrimidin-6-yl]-2,5-diazabicyclo[2.2.2]octan-2-yl]prop-2-en-1-one ClC=1C(=C(NC=2C3=C(N=CN2)C=CC(=N3)N3[C@H]2CN([C@@H](C3)CC2)C(C=C)=O)C=CC1OCC1CC1)F